3,3-difluorocyclobutyl cis-2-(biphenyl-3-ylmethyl)-3-((methylsulfonyl)amino)pyrrolidine-1-carboxylate C1(=CC(=CC=C1)C[C@@H]1N(CC[C@@H]1NS(=O)(=O)C)C(=O)OC1CC(C1)(F)F)C1=CC=CC=C1